C(CC#C)OC1=C(C=O)C=CC=C1 2-(BUT-3-YN-1-YLOXY)BENZALDEHYDE